N-(benzyloxy)-5-([4-(4-chlorophenyl)-1,3-thiazol-2-yl]amino)pyrimidine-2-carboxamide C(C1=CC=CC=C1)ONC(=O)C1=NC=C(C=N1)NC=1SC=C(N1)C1=CC=C(C=C1)Cl